C(C)[C@@H]1N(C[C@H](N(C1)C(C)C1=NC=C(C=C1)OC(C)C)CC)C=1C=2N(N(C(C1)=O)C)C=C(N2)CC#N 2-(8-((2s,5r)-2,5-diethyl-4-(1-(5-isopropoxypyridin-2-yl)ethyl)piperazin-1-yl)-5-methyl-6-oxo-5,6-dihydroimidazo[1,2-b]pyridazin-2-yl)acetonitrile